ClC1=CC=C(N=N1)OC1=CC2=C(C(N(C(O2)=O)CC2=C(C(=NC=C2)N)F)C)C=C1 4-{[7-(6-chloro-3-pyridazinyloxy)-4-methyl-2-oxo-3,4-dihydro-2H-1,3-benzoxazin-3-yl]methyl}-3-fluoro-2-pyridylamine